5-(1-(imidazo[2,1-b]thiazol-5-ylsulfonyl)piperidin-4-yl)-N,N,4-trimethylpyridin-2-amine S1C=2N(C=C1)C(=CN2)S(=O)(=O)N2CCC(CC2)C=2C(=CC(=NC2)N(C)C)C